(R)-(1,3-Dimethyl-azetidin-3-yl)-(4-isopropyl-phenyl)-{5-[3-(1-methoxy-1-methyl-ethyl)-[1,2,4]oxadiazol-5-yl]-pyridin-3-yl}-methanol CN1CC(C1)(C)[C@@](O)(C=1C=NC=C(C1)C1=NC(=NO1)C(C)(C)OC)C1=CC=C(C=C1)C(C)C